2-(4-{[(3R)-1-ethylpiperidin-3-yl]amino}pyrido[3,4-d]pyridazin-1-yl)-5-(trifluoromethyl)phenol formate C(=O)OC1=C(C=CC(=C1)C(F)(F)F)C1=C2C(=C(N=N1)N[C@H]1CN(CCC1)CC)C=NC=C2